[(1S)-2,2-difluorocyclopropyl]{(1R,5S)-3-[2-({5-fluoro-6-[(3S)-3-hydroxypyrrolidin-1-yl]pyridin-3-yl}amino)pyrimidin-4-yl]-3,8-diazabicyclo[3.2.1]oct-8-yl}methanone FC1([C@@H](C1)C(=O)N1[C@H]2CN(C[C@@H]1CC2)C2=NC(=NC=C2)NC=2C=NC(=C(C2)F)N2C[C@H](CC2)O)F